C(=O)C1=C(C=NC(=C1O)C)COC1=C(OP(=O)=N[C@H](C(=O)OCCOC)C)C=CC=C1 (2S)-2-Methoxyethyl 2-(((4-formyl-5-hydroxy-6-methylpyridin-3-yl)methoxy)(phenoxy)phosphorylamino)propanoate